[Ta].[Ir] iridium tantalum